FC1=C(C=CC=C1)C1=CC(=CN1)C 5-(2-Fluorophenyl)-3-methyl-1H-pyrrole